C(N1N=C(C(=C1)C1=NC=CC(=N1)NC=1N=CC2=C(C=CC(=C2C1)C(C)C)N[C@@H]([C@H](C)CS(=O)(=O)C)C)C([2H])([2H])[2H])([2H])([2H])[2H] N-(2-(1,3-bis(methyl-d3)-1H-pyrazol-4-yl)pyrimidin-4-yl)-5-isopropyl-8-((2R,3S)-2-methyl-3-((methylsulfonyl)methyl)azabut-1-yl)isoquinolin-3-amine